(4R)-4-amino-1-[4-[4-[4-[[cis-3-azabicyclo[3.1.0]hexan-1-yl]-difluoro-methyl]-6-chloro-2-pyridyl]piperazin-1-yl]sulfonylphenyl]pyrrolidin-2-one N[C@@H]1CC(N(C1)C1=CC=C(C=C1)S(=O)(=O)N1CCN(CC1)C1=NC(=CC(=C1)C(F)(F)[C@@]12CNC[C@H]2C1)Cl)=O